ethylene bis(oxyethylene) bis(3-t-butyl-4-hydroxy-5-methyl hydrocinnamate) C(C)(C)(C)C=1C=C(CCC(=O)O)C=C(C1O)C.C(C)(C)(C)C=1C=C(CCC(=O)O)C=C(C1O)C.C(COC=C)OC=C